C1(CC1)N1C(C2=C(C=C1C(F)(F)F)N=C(N2C)C2=NC=C(C=C2SCC)O)=O 5-cyclopropyl-2-(3-ethylsulfanyl-5-hydroxy-2-pyridinyl)-3-methyl-6-(trifluoromethyl)imidazo[4,5-c]pyridin-4-one